tert-butyl 4-(1-amino-2-methylpropan-2-yl)piperidine-1-carboxylate NCC(C)(C)C1CCN(CC1)C(=O)OC(C)(C)C